ClCCCCCCOCCOCCC(=O)NC1=CC=C2C(OC3(C4=CC=C(C=C4OC=4C=C(C=CC34)N3CCC3)N3CCC3)C2=C1)=O 3-(2-((6-chlorohexyl)oxy)ethoxy)-N-(3',6'-di(azetidin-1-yl)-3-oxo-3H-spiro[isobenzofuran-1,9'-xanthen]-6-yl)propanamide